OC[C@H]1N(CCCC1)C(=O)C1=C(C(=O)OC)C=CC=C1 methyl 2-[(2S)-2-(hydroxymethyl)piperidine-1-carbonyl]benzoate